FC(OC1=CC=C(C=C1)C1=CN=C2N1C=CN=C2NC2=CC(=C(C(=O)N1CCC(CC1)C(=O)NC[C@@H]([C@H]([C@@H]([C@@H](CO)O)O)O)O)C=C2)C)F 1-[4-[[3-[4-(difluoromethoxy)phenyl]imidazo[1,2-a]pyrazin-8-yl]amino]-2-methylbenzoyl]-N-[(2S,3R,4R,5R)-2,3,4,5,6-pentahydroxyhexyl]piperidine-4-carboxamide